C(C)OC(=O)N1C[C@H]([C@H](C1)CO)NS(=O)(=O)C=1C(=C(N(C1)C)C(=O)OCC)F Cis-Ethyl 4-(N-(1-(ethoxycarbonyl)-4-(hydroxymethyl)pyrrolidin-3-yl)sulfamoyl)-3-fluoro-1-methyl-1H-pyrrole-2-carboxylate